BrCC1=C(C=C(C=C1C(F)(F)F)[N+](=O)[O-])F 2-(bromomethyl)-1-fluoro-5-nitro-3-(trifluoromethyl)benzene